6-(2-(2-(2-isopropylphenyl)-4-(4-Methoxybenzyl)piperazin-1-yl)-7-azaspiro[3.5]nonan-7-yl)nicotinamide C(C)(C)C1=C(C=CC=C1)C1N(CCN(C1)CC1=CC=C(C=C1)OC)C1CC2(C1)CCN(CC2)C2=NC=C(C(=O)N)C=C2